OC=1C(=C(C=CC1O)O)O dihydroxy-1,4-benzenediol